(4aR,8aS)-6-[6-[[2-keto-4-[1-(trifluoromethyl)cyclopropyl]-1-pyridyl]methyl]-2-azaspiro[3.3]heptane-2-carbonyl]-4,4a,5,7,8,8a-hexahydropyrido[4,3-b][1,4]oxazin-3-one O=C1N(C=CC(=C1)C1(CC1)C(F)(F)F)CC1CC2(CN(C2)C(=O)N2C[C@@H]3[C@@H](OCC(N3)=O)CC2)C1